5-(benzylthio)-2-(difluoromethoxy)pyridine C(C1=CC=CC=C1)SC=1C=CC(=NC1)OC(F)F